NC1CN(CC1)CC1=CN=C(C(=N1)N)C1=C(C(=CC=C1)Cl)Cl 6-((3-aminopyrrolidin-1-yl)methyl)-3-(2,3-dichlorophenyl)pyrazin-2-amine